1,1,3,3-Tetramethylguanidine CN(C(=N)N(C)C)C